1-[[4-amino-8-(trans-4-aminocyclohexyloxy)-5,5-dimethyl-6H-benzo[H]quinazolin-7-yl]-methyl-amino]-2-methyl-propan-2-ol NC1=NC=NC=2C3=C(CC(C12)(C)C)C(=C(C=C3)O[C@@H]3CC[C@H](CC3)N)N(CC(C)(O)C)C